(((2,2'-dimethyl-[1,1'-biphenyl]-3,3'-diyl)bis(oxy))bis(propane-3,1-diyl))bis(piperidine-3,4-diol) CC1=C(C=CC=C1OCCCN1CC(C(CC1)O)O)C1=C(C(=CC=C1)OCCCN1CC(C(CC1)O)O)C